1-cyclohexyl-5-(4-chlorobutyl)-tetrazol C1(CCCCC1)N1N=NN=C1CCCCCl